1-((4aS,6S,7R,7aS)-2-(((S)-1-(1,3-Dioxan-2-yl)ethyl)amino)-7-fluoro-2-oxidotetrahydro-4H-furo[3,2-d][1,3,2]dioxaphosphinin-6-yl)-5-methylpyrimidine-2,4(1H,3H)-dione O1C(OCCC1)[C@H](C)NP1(OC[C@H]2[C@H](O1)[C@H]([C@H](O2)N2C(NC(C(=C2)C)=O)=O)F)=O